N-[(1S)-2-[4-(3,5-dimethyl-1H-pyrazol-4-yl)anilino]-1-(trans-4-methylcyclohexyl)-2-oxo-ethyl]-2-(3-hydroxypropyl)pyrazole-3-carboxamide CC1=NNC(=C1C1=CC=C(NC([C@H]([C@@H]2CC[C@H](CC2)C)NC(=O)C=2N(N=CC2)CCCO)=O)C=C1)C